C(CC1=CC=CC=C1)NC(ONC1=C(C(=NC(=C1)C)C)[N+](=O)[O-])=O (2,6-dimethyl-3-nitropyridin-4-ylamino) phenethylcarbamate